5-((3-(8-(((3S,4R)-3-fluoro-1-methylpiperidin-4-yl)amino)-3-(2,2,2-trifluoroethyl)indolizin-2-yl)prop-2-yn-1-yl)amino)-6-(methoxy-d3)pyridine-2-carboxylic acid isopropyl ester C(C)(C)OC(=O)C1=NC(=C(C=C1)NCC#CC=1C=C2C(=CC=CN2C1CC(F)(F)F)N[C@H]1[C@H](CN(CC1)C)F)OC([2H])([2H])[2H]